C1=CNC2=C1C1=CC=CC=C1C=C2 naphthopyrrole